(2S)-2-amino-4-bromo-butyric acid N[C@H](C(=O)O)CCBr